(S)-1-(1-(4-fluorophenyl)-3,4-dihydroisoquinolin-2(1H)-yl)-2-hydroxyethan-1-one FC1=CC=C(C=C1)[C@@H]1N(CCC2=CC=CC=C12)C(CO)=O